ClC=1C=C(C=C(C1)Cl)C1=NC(=CC(=C1)CN1CCC(CC1)CNC(OC)=O)OC=1C=NC(=NC1)N1CCN(CC1)CCO methyl ((1-((2-(3,5-dichlorophenyl)-6-((2-(4-(2-hydroxyethyl)piperazin-1-yl)pyrimidin-5-yl)oxy)pyridin-4-yl)methyl)piperidin-4-yl)methyl)carbamate